FC(C=1C=C(C=CC1)N1C=NC=C1)(F)F 3-(3-(trifluoromethyl)phenyl)imidazole